3-Amino-N-(3-(4-aminopiperidin-1-yl)pyridin-2-yl)-6-(3,6-bis(trifluoromethyl)pyridin-2-yl)pyrazin-2-carboxamid NC=1C(=NC(=CN1)C1=NC(=CC=C1C(F)(F)F)C(F)(F)F)C(=O)NC1=NC=CC=C1N1CCC(CC1)N